1-(2-(2-ethoxyethoxy)ethyl)-3-vinylimidazole C(C)OCCOCCN1CN(C=C1)C=C